C1(CC1)C=1C2=C(C(NC1)=O)N(C(=C2)CN2C[C@H](CCC2)C)S(=O)(=O)C2=CC=C(C)C=C2 (S)-4-cyclopropyl-2-((3-methylpiperidin-1-yl)methyl)-1-tosyl-1,6-dihydro-7H-pyrrolo[2,3-c]pyridin-7-one